methyl stearate (methyl stearate) CC(C(=O)O)CCCCCCCCCCCCCCCC.C(CCCCCCCCCCCCCCCCC)(=O)OC